4-methyl-3-(4,4,5,5-tetramethyl-1,3,2-dioxaborolan-2-yl)-1-((2-(trimethylsilyl)ethoxy)methyl)-1H-pyrazole CC=1C(=NN(C1)COCC[Si](C)(C)C)B1OC(C(O1)(C)C)(C)C